C(C)(=O)C=1C(=NC=CN1)N1N=CC(=C1)C#N 1-(3-acetylpyrazin-2-yl)pyrazole-4-carbonitrile